C(C)(C)(C)OC(=O)N1C(CC(C1)C)N(CC)CC (diethylamino)-4-methylpyrrolidine-1-carboxylic acid tert-butyl ester